N-((4,4-difluorocyclohexyl)(5-((2-oxo-4-(trifluoromethyl)imidazolidin-1-yl)methyl)benzo[d]oxazol-2-yl)methyl)-1-(ethyl-d5)-1H-pyrazole-3-carboxamide FC1(CCC(CC1)C(NC(=O)C1=NN(C=C1)C(C([2H])([2H])[2H])([2H])[2H])C=1OC2=C(N1)C=C(C=C2)CN2C(NC(C2)C(F)(F)F)=O)F